Cl.Cl.N(=NC(C(N)=N)(C)C)C(C(N)=N)(C)C 2,2'-azobis(2-methyl-propanimidamide) dihydrochloride